C(C)(C)(C)OC(NCC1=CC(=C(C=C1)N)C(F)(F)F)=O (4-amino-3-trifluoromethylbenzyl)carbamic acid tert-butyl ester